({((9H-fluoren-9-yl)methoxy)carbonyl}amino)-3-(allyloxy)-2-methylpropanoic acid C1=CC=CC=2C3=CC=CC=C3C(C12)COC(=O)NC(C(=O)O)(COCC=C)C